benzo[H]quinolylpentamethylcyclopentadiene N1=C(C=CC2=CC=C3C(=C12)C=CC=C3)C3(C(=C(C(=C3C)C)C)C)C